4-(3-methyl-4-(methylsulfonyl)phenyl)-1-trityl-1H-pyrazolo[4,3-c]pyridin-3-ol CC=1C=C(C=CC1S(=O)(=O)C)C1=NC=CC2=C1C(=NN2C(C2=CC=CC=C2)(C2=CC=CC=C2)C2=CC=CC=C2)O